ClC=1C(=NC2=CC=C(C=C2N1)C(=O)O)OC1=CC=C(C=C1)CO 3-chloro-2-(4-(hydroxymethyl)phenoxy)quinoxaline-6-carboxylic acid